ClC=1C=C(C=C2C(C=C(OC12)C1=C(C=CC=C1)O)=O)F 8-chloro-6-fluoro-2-(2-hydroxyphenyl)chromen-4-one